CC1=NN(C(=C1CCC(=O)N1CCC(CC1)C1=CC=CC=C1)C)C=1C=CC=2N(N1)C(=NN2)C 3-(3,5-dimethyl-1-(3-methyl-[1,2,4]triazolo[4,3-b]pyridazin-6-yl)-1H-pyrazol-4-yl)-1-(4-phenylpiperidin-1-yl)propan-1-one